3,4-dihydroxybutylbenzoate OC(CCOC(C1=CC=CC=C1)=O)CO